C1=NC=CC=2C3=CN=CC=C3NC12 2,6-diazacarbazole